(2-(5-(4-fluorobutyl)-3,6-dimethoxypyridin-2-yl)ethyl)carbamic acid tert-butyl ester C(C)(C)(C)OC(NCCC1=NC(=C(C=C1OC)CCCCF)OC)=O